Tert-butyl (2R,5R)-5-((2-(2,6-dioxo-1-((2-(trimethylsilyl)ethoxy)methyl)piperidin-3-yl)-1-oxoisoindolin-5-yl)oxy)-2-methylpiperidine-1-carboxylate O=C1N(C(CCC1N1C(C2=CC=C(C=C2C1)O[C@@H]1CC[C@H](N(C1)C(=O)OC(C)(C)C)C)=O)=O)COCC[Si](C)(C)C